BrC=1C=C2C(=NC=NC2=CC1)N1CCN(CC1)C1COC1 6-bromo-4-(4-(oxetan-3-yl)piperazin-1-yl)quinazoline